tert-butyl (1R,5S,6r)-6-{[1-(trifluoromethyl) cyclopropyl] carbamoyl}-3-azabicyclo[3.1.0]hexane-3-carboxylate FC(C1(CC1)NC(=O)C1[C@H]2CN(C[C@@H]12)C(=O)OC(C)(C)C)(F)F